CN([C@@H](CC(C)C)C(=O)O)C(=O)C(C1(CC1)C1=CC(=CC=C1)Cl)C1=CC=C(C=C1)Cl.C(C)(C)(CCC)NC(C=C)=O N-t-hexyl-acrylamide Methyl-(((4-chlorophenyl)(1-(3-chlorophenyl)cyclopropyl)methyl)carbonyl)-L-leucinate